N[C@@H]1C2=CC=CC=C2CC12CCN(CC2)C=2C(=NC(=CN2)C#CCOC2=CC=C(C=C2)C(F)(F)F)CO (S)-(3-(1-amino-1,3-dihydrospiro[indene-2,4'-piperidin]-1'-yl)-6-(3-(4-(trifluoromethyl)phenoxy)prop-1-yn-1-yl)pyrazin-2-yl)methanol